C1(=CC=CC=C1)C(=O)O cyclohexatrienecarboxylic acid